1-(4-methoxyphenyl)-1,5-dihydro-4H-pyrazolo[3,4-d]pyrimidin-4-one COC1=CC=C(C=C1)N1N=CC2=C1N=CNC2=O